C(C)(=O)N1CCC(CC1)C1=C(C[C@H]2C(N(CCCCCCC[C@@H](C(N[C@H](C(N2C)=O)CC(C)C)=O)N(C([C@H](C2CC2)N)=O)C)C)=O)C=C(C=C1)F (S)-N-((3S,6S,9S)-3-(2-(1-acetylpiperidin-4-yl)-5-fluorobenzyl)-6-isobutyl-1,4-dimethyl-2,5,8-trioxo-1,4,7-triazacyclohexadecan-9-yl)-2-amino-2-cyclopropyl-N-methylacetamide